C(=O)(O)OCC(OC(=O)O)CO 1,2-dicarboxyl-glycerol